ClC=1C=C2C(=C(C1)Cl)NC(C21CCN(CC1)CCOC=1C=NC=2N(C(CCC2C1)=O)C1CC(C1)(C)O)=O 5,7-dichloro-1'-[2-({7-oxo-8-[(cis)-3-hydroxy-3-methylcyclobutyl]-5,6,7,8-tetrahydro-1,8-naphthyridin-3-yl}oxy)ethyl]-1,2-dihydrospiro[indole-3,4'-piperidin]-2-one